8-methylnonan-1-ol CC(CCCCCCCO)C